FC1(OC2=C(O1)C=CC(=C2)S(=O)(=O)N2CC1=C(C2)CN(C1)C(=O)NCC1=CC=C(C=C1)OC)F 5-[(2,2-Difluoro-2H-1,3-benzodioxol-5-yl)sulfonyl]-N-[(4-methoxyphenyl)methyl]-1H,2H,3H,4H,5H,6H-pyrrolo[3,4-c]pyrrole-2-carboxamide